ClC=1C(=C(C=CC1)NCC(=O)N1[C@@H]2CC([C@H]([C@H]1C(=O)N[C@@H](C[C@@H]1C(NCCC1)=O)C#N)CC2)(F)F)C (1S,3S,4S)-2-((3-chloro-2-methylphenyl)glycyl)-N-((S)-1-cyano-2-((R)-2-oxopiperidin-3-yl)ethyl)-5,5-difluoro-2-azabicyclo[2.2.2]octane-3-carboxamide